Tert-butyl ((1-((R)-4-(hydroxyamino)-1-(naphthalen-2-yl)-4-oxobutan-2-yl)-1H-1,2,3-triazol-4-yl)methyl)-L-leucinate ONC(C[C@@H](CC1=CC2=CC=CC=C2C=C1)N1N=NC(=C1)CN[C@@H](CC(C)C)C(=O)OC(C)(C)C)=O